(2R)-3-(4-cyano-1H-pyrazol-1-yl)-2-hydroxy-propionic acid ethyl ester C(C)OC([C@@H](CN1N=CC(=C1)C#N)O)=O